(7Z)-7-Decen-1-ol C(CCCCC\C=C/CC)O